BrC=1C=C(C=CC1F)C[C@]1(C[C@H](CC1)NC(=O)OC(C)(C)C)C(=O)O (1R,3S)-1-[(3-bromo-4-fluorophenyl)methyl]-3-[(tert-butoxycarbonyl)amino]cyclopentane-1-carboxylic acid